6-Chloro-1-methyl-2-oxo-4-(4-(2-(trifluoromethoxy)phenoxy)piperidin-1-yl)-1,2-dihydro-1,5-naphthyridin-3-carbonitril ClC=1N=C2C(=C(C(N(C2=CC1)C)=O)C#N)N1CCC(CC1)OC1=C(C=CC=C1)OC(F)(F)F